O1C(=NC2=C1C=CC=C2)C[C@@H](C(=O)NCC#N)NC(=O)C2=CC(=NN2C2CC2)C2CC2 (S)-N-(3-(benzo[d]oxazol-2-yl)-1-((cyanomethyl)amino)-1-oxopropan-2-yl)-1,3-dicyclopropyl-1H-pyrazole-5-carboxamide